1-(2-nitro-5-((4-oxidobutanamido)methyl)phenyl)ethyl phosphate P(=O)(OC(C)C1=C(C=CC(=C1)CNC(CCC[O-])=O)[N+](=O)[O-])([O-])[O-]